(3S)-1-(6'-((3-(dimethylamino)pyrrolidin-1-yl)methyl)-6-((2-(2-fluoro-6-methoxyphenyl)pyrimidin-4-yl)amino)-[3,3'-bipyridin]-4-yl)piperidin-3-ol CN(C1CN(CC1)CC1=CC=C(C=N1)C=1C=NC(=CC1N1C[C@H](CCC1)O)NC1=NC(=NC=C1)C1=C(C=CC=C1OC)F)C